[C@H]12CN(C[C@H](CC1)N2)C=2C1=C(N=C(N2)OCC23CCCN3CC(C2)F)CN(CC1)C1=CC=CC2=CC=CC(=C12)C(F)(F)F 4-((1R,5S)-3,8-diazabicyclo[3.2.1]octan-3-yl)-2-((2-fluorotetrahydro-1H-pyrrolizin-7a(5H)-yl)methoxy)-7-(8-(trifluoromethyl)naphthalen-1-yl)-5,6,7,8-tetrahydropyrido[3,4-d]pyrimidine